furopyran O1C=CC2=C1C=CCO2